C(C)(=O)C=1CNC2=CC=CC=C2C1 3-acetyl-1,2-dihydroquinoline